BrC1=CC=C(C=N1)C(CCN(C(OC(C)(C)C)=O)C)C(F)(F)F Tert-butyl 3-(6-bromopyridin-3-yl)-4,4,4-trifluorobutylmethylcarbamate